1-(8-bromopyrido[2,3-e][1,2,4]triazolo[4,3-a]pyrazin-4-yl)-N-methylazetidin-3-amine hemihydrate O.BrC1=CC2=C(N=C(C=3N2C=NN3)N3CC(C3)NC)N=C1.BrC1=CC3=C(N=C(C=2N3C=NN2)N2CC(C2)NC)N=C1